3,3-di(4-methoxyphenyl)-6,11-dimethoxy-13-methyl-13-(2-(2-hydroxyethoxy)ethoxy)-3H,13H-indeno[2',3':3,4]naphtho[1,2-b]pyran COC1=CC=C(C=C1)C1(C=CC2=C(O1)C=1C=C(C=CC1C1=C2C(C2=CC(=CC=C21)OC)(OCCOCCO)C)OC)C2=CC=C(C=C2)OC